N1C(=NC2=C1C=CC=C2)C2=CC(=NN2)NC(=O)C=2C=NC(=NC2)N2CC(C2)OC N-[5-(1H-benzimidazol-2-yl)-1H-pyrazol-3-yl]-2-(3-methoxyazetidin-1-yl)pyrimidine-5-carboxamide